C(CCC)N(P1[C@H](CC[C@@H](C1)C1=CC=CC=C1)C1=CC=CC=C1)P1[C@H](CC[C@@H](C1)C1=CC=CC=C1)C1=CC=CC=C1 |&1:6,9| rac-(2R,5R)-N-butyl-N-((2R,5R)-2,5-diphenylphosphinan-1-yl)-2,5-diphenylphosphinan-1-amine